tert-Butyl 6-(3-(2-(((benzyloxy)carbonyl)amino)ethoxy)benzylidene)-2-azaspiro[3.3]heptane-2-carboxylate C(C1=CC=CC=C1)OC(=O)NCCOC=1C=C(C=C2CC3(CN(C3)C(=O)OC(C)(C)C)C2)C=CC1